BrC1=NC(=CC(=C1)C(CN(C(OC(C)(C)C)=O)CC(C(F)F)O)O)Cl tert-butyl (2-(2-bromo-6-chloropyridin-4-yl)-2-hydroxyethyl)(3,3-difluoro-2-hydroxypropyl)carbamate